Cl.N1=CC=C(C=C1)C1=CC=C2N=C3CCCCC3=C(C2=C1)N1C[C@H](CC1)N (3S)-1-[7-(pyridin-4-yl)-1,2,3,4-tetrahydroacridin-9-yl]pyrrolidin-3-amine hydrochloride